3,5-dimethyl-3-cyclohexeneformaldehyde CC=1CC(CC(C1)C)C=O